[Rb].C1C(CC2=CC=CC=C12)C(=O)N1CCN(CC1)C1=C(C=CC=C1)/C=C/C(=O)NO (E)-3-(2-(4-(2,3-dihydro-1H-indene-2-carbonyl)piperazin-1-yl)phenyl)-N-hydroxyacrylamide rubidium